C(C)(=O)C=1C(NC2=NC(=CC=C2C1C)C)=O 3-acetyl-4,7-dimethyl-1,8-naphthyridin-2(1H)-one